Cl.NC(C(=O)N1CCN(CC1)C(=O)NC1=NC(N(C=C1)[C@@H]1CC[C@H](CC1)CN1C[C@H](CC1)CN)=O)(C)C (R)-Trans-4-(2-amino-2-methylpropanoyl)-N-(1-(4-((3-(aminomethyl)pyrrolidin-1-yl)methyl)cyclohexyl)-2-oxo-1,2-dihydropyrimidin-4-yl)piperazine-1-carboxamide Hydrochloride